hexamethylenediamine HCl Cl.NCCCCCCN